ClC1=C(C(C=NNC(=S)N)=CC(=C1)Cl)O 3,5-dichlorosalicylaldehyde thiosemicarbazone